6-(cyclopentylamino)-6-oxohexanoic acid C1(CCCC1)NC(CCCCC(=O)O)=O